COC[C@@H]1CCC2=CC=3CCCC3C(=C12)NC(=O)N=[S@](=O)(N)C=1C=NN2C1OCC2 (R)-N'-(((R)-3-(methoxymethyl)-1,2,3,5,6,7-hexahydro-s-indacen-4-yl)carbamoyl)-2,3-dihydropyrazolo[5,1-b]oxazole-7-sulfonimidamide